C(C(C)(C)C)(=O)OCCCCCCCCCCCCCCCCCC(C)C isoeicosyl pivalate